N-(cyclohexylmethyl)-5-methoxy-7-(1-methyl-6-oxo-1,6-dihydropyridin-3-yl)-N-(3-(methylamino)-3-oxopropyl)benzo[b]thiophene-2-carboxamide C1(CCCCC1)CN(C(=O)C1=CC2=C(S1)C(=CC(=C2)OC)C2=CN(C(C=C2)=O)C)CCC(=O)NC